(8-(2,3-difluoro-4-(1H-pyrazol-4-yl)phenyl)-3,8-diazabicyclo[3.2.1]oct-3-yl)(pyrrolidin-1-yl)methanone FC1=C(C=CC(=C1F)C=1C=NNC1)N1C2CN(CC1CC2)C(=O)N2CCCC2